(E)-N'-(1-(2-chlorophenyl)ethylidene)-1-naphthohydrazide ClC1=C(C=CC=C1)\C(\C)=N\NC(=O)C1=CC=CC2=CC=CC=C12